4-(4-((1R,5S)-8-thia-3-azabicyclo[3.2.1]octan-3-yl)-8-fluoro-2-(((2R,7aS)-2-fluorotetrahydro-1H-pyrrolizin-7a(5H)-yl)methoxy)quinazolin-7-yl)-5-ethyl-6-fluoronaphthalen-2-ol [C@H]12CN(C[C@H](CC1)S2)C2=NC(=NC1=C(C(=CC=C21)C2=CC(=CC1=CC=C(C(=C21)CC)F)O)F)OC[C@]21CCCN1C[C@@H](C2)F